3-((13S,15R,E)-4-fluoro-17-(hydroxyimino)-13-methyl-7,8,9,11,12,13,14,15,16,17-decahydro-6H-cyclopenta[a]phenanthren-15-yl)-N-(6-methoxypyridazin-3-yl)propanamide FC1=CC=CC=2C3CC[C@@]4(/C(/C[C@H](C4C3CCC12)CCC(=O)NC=1N=NC(=CC1)OC)=N/O)C